[3H1]-thymidine [C@]1(C[C@H](O)[C@@H](CO)O1)(N1C(=O)NC(=O)C(C)=C1)[3H]